3,6,12-tribromodibenzo[f,h]pyrido[2,3-b]quinoxaline BrC1=CC2=C(C=3N=C4C(=NC3C3=C2C=C(C=C3)Br)N=CC(=C4)Br)C=C1